C(C)(C)(C)OC(=O)N1CCC2(CC1)CCN(CC2)C2CCC(CC2)N2N=C1C=C(C(=CC1=C2)[N+](=O)[O-])OC 9-((1r,4r)-4-(6-methoxy-5-nitro-2H-indazol-2-yl)cyclohexyl)-3,9-diazaspiro[5.5]undecane-3-carboxylic acid tert-butyl ester